C(C)(=O)O.C(C)(=O)OCCCCCCCCC#CC#CCCCCCCCC 20-acetoxyeicosa-9,11-diyne acetate